1-(2-((2,6-dimethylphenyl)amino)-2-oxoethyl)piperidine-3-carboxylic acid CC1=C(C(=CC=C1)C)NC(CN1CC(CCC1)C(=O)O)=O